N-(4-tert-butylphenyl)-4-(3-chloropyridin-2-yl)piperazine-1-carbothioamide C(C)(C)(C)C1=CC=C(C=C1)NC(=S)N1CCN(CC1)C1=NC=CC=C1Cl